1-(2,3-dihydroxypropylamino)hexane OC(CNCCCCCC)CO